3-amino-6-(5-(1-amino-3,3-difluoro-2-hydroxy-1-oxopropan-2-yl)-2-methylphenyl)-N-(4,4-difluorocyclohexyl)pyrazine-2-carboxamide NC=1C(=NC(=CN1)C1=C(C=CC(=C1)C(C(=O)N)(C(F)F)O)C)C(=O)NC1CCC(CC1)(F)F